(R)-2-((4-(2,6-dimethylphenyl)-1-oxo-1,2-dihydroisoquinolin-7-yl)oxy)propanoic acid CC1=C(C(=CC=C1)C)C1=CNC(C2=CC(=CC=C12)O[C@@H](C(=O)O)C)=O